(±)-3-Butyn-2-ol C[C@H](C#C)O |r|